4-butoxy-N-(3-(4-(3,4-dichlorophenyl)piperidin-1-yl)propyl)benzenesulfonamide C(CCC)OC1=CC=C(C=C1)S(=O)(=O)NCCCN1CCC(CC1)C1=CC(=C(C=C1)Cl)Cl